COC=1C(=C(C=NC1)C1CN(C1)C(=O)[C@@H]1CC[C@H]2N1C([C@H](CCC2)NC(=O)C2=CC1=C(S2)C=CC(=C1)CP(O)(O)=O)=O)C ((2-(((3S,6S,9aS)-3-(3-(5-methoxy-4-methylpyridin-3-yl)azetidine-1-carbonyl)-5-oxooctahydro-1H-pyrrolo[1,2-a]azepin-6-yl)carbamoyl)benzo[b]thiophen-5-yl)methyl)phosphonic acid